FC(C(=O)OCCCCCCNC(=O)C1=C[C@H]([C@H]([C@@H](C1)OCCC(=O)O)OCCC(=O)O)OCCC(=O)O)(F)F 3,3',3''-(((1R,2S,3R)-5-((6-(2,2,2-trifluoroacetoxy)hexyl)carbamoyl)cyclohex-4-ene-1,2,3-triyl)tris(oxy))tripropionic acid